1,3-dichloro-5,5-dimethyl-hydantoin tert-butyl-(1-(4-bromo-2,5-dimethoxyphenyl)-3-hydroxypropan-2-yl)carbamate C(C)(C)(C)N(C(O)=O)C(CC1=C(C=C(C(=C1)OC)Br)OC)CO.ClN1C(=O)N(C(=O)C1(C)C)Cl